C(C1=CC=CC=C1)OC1=CC=C(\C=C/2\C(=C(C3=CC(=CC=C23)OC)CC(=O)OCCN2CCN(CC2)C)C)C=C1 2-(4-methylpiperazin-1-yl)ethyl (Z)-2-(1-(4-(benzyloxy)benzylidene)-5-methoxy-2-methyl-1H-inden-3-yl)acetate